ClC1=CC=C(C=C1)[C@@]1(CNCC1)NS(=O)(=O)C1=CC=C(C=C1)OC(F)(F)F (S)-N-(3-(4-chlorophenyl)pyrrolidin-3-yl)-4-(trifluoromethoxy)benzenesulfonamide